N1(CCC1)C=1OC2=C(N1)C(=CC(=C2)F)F 2-(azetidin-1-yl)-4,6-difluorobenzo[d]oxazole